5-Chloro-3-(5-methyl-1-tetrahydropyran-2-yl-pyrazol-4-yl)quinoxalin-6-ol ClC1=C2N=C(C=NC2=CC=C1O)C=1C=NN(C1C)C1OCCCC1